ClC1=CC(=CCN1C=1SC=2C(=NC=C(N2)C2=CC=C(C=C2)C#N)N1)C1=C(C=CC=C1)C#C 6-Chloro-N-(6-(4-cyanophenyl)thiazolo[4,5-b]pyrazin-2-yl)-4-(2-ethynylphenyl)pyridine